(R)-N-(1-(3-(benzyloxy)(trifluoromethyl)phenyl)ethylidene)-2-methylpropane-2-sulfinamide C(C1=CC=CC=C1)OC=1C(=C(C=CC1)C(C)=N[S@](=O)C(C)(C)C)C(F)(F)F